C1(=CC=CC=C1)C(C)NC1=NC=NC2=CC=C(C=C12)C1=CC=CC2=C1N=C(O2)N [4-(1-phenylethylamino)quinazolin-6-yl]-1,3-benzoxazol-2-amine